benzyl 4-[2-(4-methylpiperazin-1-yl)-6-(1-naphthylcarbamoyl)pyrimidin-4-yl]piperazine-1-carboxylate CN1CCN(CC1)C1=NC(=CC(=N1)N1CCN(CC1)C(=O)OCC1=CC=CC=C1)C(NC1=CC=CC2=CC=CC=C12)=O